C(C)(C)(C)OC(=O)N1CCC(CC1)N1CCNC(C1)C1=C(C=C(C(=C1)Cl)[N+](=O)[O-])C 4-(5-(5-chloro-2-methyl-4-nitrophenyl)piperazin-1-yl)piperidine-1-carboxylic acid tert-butyl ester